1-(2-(3-(4-fluorophenyl)-1,2,4-oxadiazol-5-yl)-7-azaspiro[3.5]nonan-7-yl)-2-(4-methyl-1,2,5-oxadiazol-3-yl)ethan-1-one FC1=CC=C(C=C1)C1=NOC(=N1)C1CC2(C1)CCN(CC2)C(CC2=NON=C2C)=O